C(C1=CC=CC=C1)(=O)O[C@H]1[C@@H](O[C@@H]([C@H]1OC(C1=CC=CC=C1)=O)C)N1C(=O)N=C(NC(=O)OCCCCC)C(=C1)F 2',3'-di-O-benzoyl-5'-deoxy-5-fluoro-N4-pentyloxycarbonylcytidine